N-(4-(2,6-dimethoxyphenyl)-5-(5-methyl-3-pyridinyl)-4H-1,2,4-triazol-3-yl)-3-(5-methyl-2-pyrazinyl)-2-butanesulfonamide COC1=C(C(=CC=C1)OC)N1C(=NN=C1C=1C=NC=C(C1)C)NS(=O)(=O)C(C)C(C)C1=NC=C(N=C1)C